2,2',5',2'-terthiophene C1=CSC(=C1)C2=CC=C(S2)C3=CC=CS3